(5-cyano-2-fluorophenyl)carboxamide C(#N)C=1C=CC(=C(C1)C(=O)N)F